CC1N(C(CCC1)C(F)(F)F)C(=O)OCC1=CC=CC=C1 methyl-1-carbobenzoxy-6-trifluoromethyl-piperidine